C(C)(=O)O[C@@H]1CC2=CC[C@H]3[C@@H]4CC(=C([C@@]4(C)CC[C@@H]3[C@]2(CC1)C)N1C=NC2=C1C=C(C(=C2)C)C)C=O 3β-Acetoxy-17-(5,6-dimethyl-1H-benzimidazol-1-yl)-16-formylandrosta-5,16-diene